bis(2-methyl-3-furyl) disulphide CC=1OC=CC1SSC1=C(OC=C1)C